Diphenyl-acetonitrile C1(=CC=CC=C1)C(C#N)C1=CC=CC=C1